N1(N=NN=C1)CCCCS 4-(1H-tetrazol-1-yl)butane-1-thiol